O=C1NC(CCC1C1=NN(C2=CC(=CC=C12)OCC(=O)NCC1=NN(C=C1)C)C)=O 2-((3-(2,6-Dioxopiperidin-3-yl)-1-methyl-1H-indazol-6-yl)oxy)-N-((1-methyl-1H-pyrazol-3-yl)methyl)acetamide